C1(=CC=CC=C1)N1N=CC(=C1)C=1C=C2C(=CNC2=CC1)NC(CC)=O N-(5-(1-phenyl-1H-pyrazol-4-yl)-1H-indol-3-yl)propionamide